2,2-dimethyl-tetrahydrofuro[2,3-d][1,3]dioxol-6-ol CC1(OC2C(O1)OCC2O)C